C(C)(C)(C)C1=C(C(=CC(=C1)Cl)C(C)(C)C)C=C1C=CC(C=C1)=O 2,6-di-tert-butyl-4-chlorophenylmethylene-2,5-cyclohexadiene-1-one